(R)-5-fluoro-2-methoxy-3-(pyrrolidine-2-yl)pyridine FC=1C=C(C(=NC1)OC)[C@@H]1NCCC1